(1H-indol-5-yl)-3,4-dihydro-isoquinoline-2(1H)-carboxamide N1C=CC2=CC(=CC=C12)C1N(CCC2=CC=CC=C12)C(=O)N